7-hydroxy-1',3'-dimethyl-6-(1-methyl-1H-pyrazol-4-yl)-7'-(tetrahydro-2H-pyran-4-yl)-3,4-dihydro-2H-[1,5'-biquinolin]-2'(1'H)-one OC1=C(C=C2CCCN(C2=C1)C=1C=2C=C(C(N(C2C=C(C1)C1CCOCC1)C)=O)C)C=1C=NN(C1)C